C(C)N1C(NC2=C(C1=O)SC(=C2)CN2CC(N(CC2)C=2C=CC(=NC2F)C(=O)NC)=O)=O 5-(4-((3-ethyl-2,4-dioxo-1,2,3,4-tetrahydrothieno[3,2-d]pyrimidin-6-yl)methyl)-2-oxopiperazin-1-yl)-6-fluoro-N-methylpicolinamide